NCCC#CC1=CC=C(N1)C#CCNC(C[C@H]1C=2N(C3=C(C(=N1)C1=CC=C(C=C1)Cl)C(=C(S3)C)C)C(=NN2)C)=O (S)-N-(3-(5-(4-aminobut-1-yn-1-yl)-1H-pyrrol-2-yl)prop-2-yn-1-yl)-2-(4-(4-chlorophenyl)-2,3,9-trimethyl-6H-thieno[3,2-f][1,2,4]triazolo[4,3-a][1,4]diazepin-6-yl)acetamide